C(C)(C)(C)OC(=O)N1C(=NC2=C1C=C(C=C2C(=O)O)C2=CC=C(C=C2)OS(=O)(=O)C(F)(F)F)C 2-methyl-6-(4-trifluoromethanesulfonyloxy-phenyl)-benzoimidazole-1,4-dicarboxylic acid 1-tertbutylester